5-(4-ethyltetrahydro-2H-pyran-4-yl)-2-methoxybenzenesulfonamide C(C)C1(CCOCC1)C=1C=CC(=C(C1)S(=O)(=O)N)OC